C1(CCC1)C1=NOC2=NN=C(C=C21)C=2C(=NC(=NC2)OC(C)(C)C)OC(C)(C)C 3-cyclobutyl-5-(2,4-ditert-butoxypyrimidin-5-yl)isoxazolo[5,4-c]pyridazine